2,2,5-tribromo-1-indanone BrC1(C(C2=CC=C(C=C2C1)Br)=O)Br